CC1(OC=2C=C(C=C(C2C2C1CCC(=C2)C)O)CCC)C 6,6,9-Trimethyl-3-propyl-6a,7,8,10a-tetrahydro-6H-benzo[c]chromen-1-ol